1-(cyclohexylmethyl)-5-(2,4-difluorophenoxy)-N-(2-(3-methoxypiperidin-1-yl)ethyl)-1H-indazole-6-carboxamide C1(CCCCC1)CN1N=CC2=CC(=C(C=C12)C(=O)NCCN1CC(CCC1)OC)OC1=C(C=C(C=C1)F)F